N-(1-(3-chlorophenyl)-2-hydroxy-ethyl)-1-(2-((5-fluoro-2-methoxy-4-(morpholine-4-carbonyl)phenyl)amino)-5-methyl-pyrimidin-4-yl)-1H-pyrrole-3-carboxamide ClC=1C=C(C=CC1)C(CO)NC(=O)C1=CN(C=C1)C1=NC(=NC=C1C)NC1=C(C=C(C(=C1)F)C(=O)N1CCOCC1)OC